C(#N)OC(C=CC1=CC=CC=C1)=O cyano-3-phenylacrylate